ClC1=CC=C(S1)C1=C(C=C(C=C1)S(=O)(=O)C)NS(=O)(=O)C=1C=C(C(=O)O)C=CC1OC 3-(N-(2-(5-chlorothiophen-2-yl)-5-(methylsulfonyl)phenyl)sulfamoyl)-4-methoxybenzoic Acid